C[C@]12CC[C@H]3[C@H]([C@@H]1CC[C@@H]2O)[C@@H](C=C4[C@@]3(CC[C@@H](C4)O)C)O The molecule is a 3beta-hydroxy steroid that is beta-hydroxyandrost-5-ene carrying two additional hydroxy groups at positions 7alpha and 17beta. It is a triol, a 17beta-hydroxy steroid, a 7alpha-hydroxy steroid and a 3beta-hydroxy-Delta(5)-steroid.